trans-1,2-bis(bis(3,4,5-trimethylphenyl)phosphinomethyl)cyclobutane CC=1C=C(C=C(C1C)C)P(C1=CC(=C(C(=C1)C)C)C)C[C@H]1[C@@H](CC1)CP(C1=CC(=C(C(=C1)C)C)C)C1=CC(=C(C(=C1)C)C)C